6-fluoro-4,4-dimethyl-spiro[chromane-2,1'-cyclopropane]-8-carbonitrile FC=1C=C2C(CC3(CC3)OC2=C(C1)C#N)(C)C